COC(=O)N1CCN(CC1)C1=NC=2N(C=C1)N=CC2C=2C(=NC=CC2)OC 4-(3-(2-methoxypyridin-3-yl)pyrazolo[1,5-a]pyrimidin-5-yl)piperazine-1-carboxylic acid methyl ester